diacetylene magnesium [Mg].C#C.C#C